N-[chloro(dimethylamino)methylidene]-N-methylmethanaminium hexafluorophosphate F[P-](F)(F)(F)(F)F.ClC(=[N+](C)C)N(C)C